C[Si](OCCC)(OCCC)CCC Methylpropyldipropoxysilane